2-(1,3-dimethyl-1H-pyrazol-4-yl)-N-(2-methyl-5-((2-(pyrrolidin-1-yl)ethyl)carbamoyl)pyridin-3-yl)pyrazolo[5,1-b]thiazole-7-carboxamide CN1N=C(C(=C1)C1=CN2C(S1)=C(C=N2)C(=O)NC=2C(=NC=C(C2)C(NCCN2CCCC2)=O)C)C